tert-butyl 2-hydroxy-6,7,8,9-tetrahydro-5H-5,8-epiminocyclohepta[d]pyrimidine-10-carboxylate OC=1N=CC2=C(N1)CC1CCC2N1C(=O)OC(C)(C)C